1-[6-(5-tert-Butyl-1H-imidazol-2-yl)pyridin-2-yl]-1,4-diazepane C(C)(C)(C)C1=CN=C(N1)C1=CC=CC(=N1)N1CCNCCC1